BrC=1C2=C(C(=NC1)NCC1=C(C=C(C=C1)OC)OC)C(N(C2C2=C(C=CC(=C2)F)Cl)CC2=C(C=C(C=C2)OC)OC)=O 7-bromo-1-(2-chloro-5-fluorophenyl)-2-(2,4-dimethoxybenzyl)-4-((2,4-dimethoxybenzyl)amino)-1,2-dihydro-3H-pyrrolo[3,4-c]pyridin-3-one